C(C)(C)C1=CC=C2SC=3C=CC(=CC3C(C2=C1)=O)[S+](C1=CC=CC=C1)C1=CC=CC=C1 7-isopropyl-9-oxo-10-Thia-9,10-dihydroanthracen-2-yldiphenylsulfonium